FC=1C(=CC(=NC1)N1C(=NC(=C1C)C#N)C)OC1CN(C1)C(=O)N1N=CC[C@H]1C=1C=NC=C(C1)F (S)-1-(5-fluoro-4-((1-(5-(5-fluoropyridin-3-yl)-4,5-dihydro-1H-pyrazole-1-carbonyl)azetidin-3-yl)oxy)pyridin-2-yl)-2,5-dimethyl-1H-imidazole-4-carbonitrile